L-2,2'-azobis(isobutyronitrile) N(=NC(C#N)(C)C)C(C#N)(C)C